[Cu].[Ag].C(C1CO1)N(CC1CO1)CC1CC(CC(C1)CN(CC1CO1)CC1CO1)CN(CC1CO1)CC1CO1 1,3,5-tris(N,N-diglycidyl-aminomethyl)cyclohexane Silver-Copper